benzyl (S)-2-(1-((1-phenylethyl)amino)ethylidene)pent-4-enoate C1(=CC=CC=C1)[C@H](C)NC(C)=C(C(=O)OCC1=CC=CC=C1)CC=C